1-bromo-2-(2,4-difluorophenoxy)-4-iodo-5-nitrobenzene BrC1=C(C=C(C(=C1)[N+](=O)[O-])I)OC1=C(C=C(C=C1)F)F